ClC(C(=O)OC1=C(C=CC(=C1)C)C(C)C)Cl thymol dichloroacetate